5,6-dichloro-2-((4-fluoro-2-methylphenyl)amino)-N-(6-methoxy-2-methylpyridin-3-yl)nicotinamide ClC=1C(=NC(=C(C(=O)NC=2C(=NC(=CC2)OC)C)C1)NC1=C(C=C(C=C1)F)C)Cl